didodecylphenyl-tetramethyl-ethylenediamine C(CCCCCCCCCCC)C(C(N(C)C)C1=CC=CC=C1)(N(C)C)CCCCCCCCCCCC